20-(hydroxyimino)pregn-4-en-3-one ON=C(C)[C@H]1CC[C@H]2[C@@H]3CCC4=CC(CC[C@]4(C)[C@H]3CC[C@]12C)=O